(R)-N-(4-(4-amino-(4-phenoxyphenyl)-1H-pyrazolo[3,4-d]pyrimidin-1-yl)cyclohexyl)-3-methyl-2-(methylamino)butyramide hydrochloride Cl.NC1=C2C(=NC=N1)N(N=C2C2=CC=C(C=C2)OC2=CC=CC=C2)C2CCC(CC2)NC([C@@H](C(C)C)NC)=O